NC1=C(C(=NN1[C@H](C(F)(F)F)C)C1=CC=C(C=C1)CNC(C1=C(C=CC(=C1)F)OC)=O)C(=O)N 5-amino-3-[4-[[(5-fluoro-2-methoxybenzoyl)amino]methyl]phenyl]-1-[(2s)-1,1,1-trifluoropropan-2-yl]pyrazole-4-carboxamide